2-(methylsulfonylamino)thiazole-4-carboxylic acid CS(=O)(=O)NC=1SC=C(N1)C(=O)O